N-((S)-(4,4-Difluorocyclohexyl)(5-((R)-1-(4,4,4-trifluorobutanamido)ethyl)-1H-benzo[d]imidazol-2-yl)methyl)-3-isopropylisoxazole-4-carboxamide FC1(CCC(CC1)[C@H](NC(=O)C=1C(=NOC1)C(C)C)C1=NC2=C(N1)C=CC(=C2)[C@@H](C)NC(CCC(F)(F)F)=O)F